3-[6-(cyclopropylamino)-2-fluoropyridin-3-yl]-1-(oxetan-4-yl)-N-[(3S)-2-oxo-5-phenyl-1,3-dihydro-1,4-benzodiazepine-3-Yl]pyrazole-4-carboxamide C1(CC1)NC1=CC=C(C(=N1)F)C1=NN(C=C1C(=O)N[C@@H]1C(NC2=C(C(=N1)C1=CC=CC=C1)C=CC=C2)=O)C2CCO2